C(C)(=O)O.C(C)(=O)O.C(C)(=O)O.CO[Si](OC)(OC)CCCNCCN N-(trimethoxysilylpropyl)ethylenediamine triacetic acid salt